1,3-di(aminopropyl)tetramethyl-disiloxane NCCC[Si](O[Si](CCCN)(C)C)(C)C